2,5-dimethyl-2,5-bis(tertbutylperoxy)hexyne CC(C)(C#CC(C)(OOC(C)(C)C)C)OOC(C)(C)C